imidazoledioic acid N1C(=NC(=C1)C(=O)O)C(=O)O